C(C)S(=O)(=O)N[C@H]1C[C@H](CC1)C1=CC(=NN1)NC(CC1=CC(=NO1)C)=O N-(5-((1S,3R)-3-(ethyl-sulfonamido)cyclopentyl)-1H-pyrazol-3-yl)-2-(3-methylisoxazol-5-yl)acetamide